2-methyloxiran CC1OC1